BrC=1N=C(C(=NC1)N)N[C@@H](C)C=1C=CC=2N(C1)C=CN2 5-bromo-N3-[(1S)-1-imidazo[1,2-a]pyridin-6-ylethyl]pyrazine-2,3-diamine